NC1=C([N+](=CC2=C(C(=CC=C12)F)C=1C(=NC(=CC1)[2H])F)[O-])C(NCCC)=O 4-amino-7-fluoro-8-(2-fluoropyridin-3-yl-6-d)-3-(propylcarbamoyl)isoquinoline 2-oxide